N,N-dimethyl-4-((3'-oxo-2',3'-dihydro-1'H-spiro[cyclohexane-1,4'-pyrimido[5',4':4,5]pyrrolo[2,1-c][1,2,4]triazin]-7'-yl)amino)benzamide CN(C(C1=CC=C(C=C1)NC=1N=CC=2C=C3NNC(C4(N3C2N1)CCCCC4)=O)=O)C